2-(N-cyano-3,5-difluoro-anilino)-5-methyl-N-[(3R)-spiro[3.4]octan-3-yl]thiazole-4-carboxamide C(#N)N(C1=CC(=CC(=C1)F)F)C=1SC(=C(N1)C(=O)N[C@@H]1CCC12CCCC2)C